3-(trifluoromethyl)pyridinamide FC(C=1C(=NC=CC1)C(=O)N)(F)F